(Z)-9-tetradecenoic acid pentyl ester C(CCCC)OC(CCCCCCC\C=C/CCCC)=O